ClC1=NC(=NC(=N1)Cl)N(CCCC)CCCC 2,4-dichloro-6-dibutylamino-1,3,5-triazine